N,N'-bis(hydroxy-ethyl)oxamide OCCNC(=O)C(=O)NCCO